N-((S)-2,4-dimethyl-5-oxo-5,6,7,8-tetrahydro-4H-pyrazolo[1,5-a][1,3]diazepin-6-yl)-1-(((1R,3R)-3-ethylcyclobutyl)methyl)-1H-1,2,4-triazole-3-carboxamide CC1=NN2C(N(C([C@H](CC2)NC(=O)C2=NN(C=N2)CC2CC(C2)CC)=O)C)=C1